COCCOC1=NC2=C(N1C(=O)NCCCC1=CC=CC=C1)C=CC=C2 2-(2-Methoxyethoxy)-N-(3-phenylpropyl)-1H-benzo[d]imidazole-1-carboxamide